ClC=1N=CC=C2C=C(C=NC12)CN1CC(CC1)O ((8-chloro-1,7-naphthyridin-3-yl)methyl)pyrrolidin-3-ol